C(N)(OC1=C(C=C(C=C1)C(C)(C)C)OC(N)=O)=O 4-(tert-butyl)-1,2-phenylene dicarbamate